(R)-N-((S)-1'-(4-amino-1-methyl-6-oxo-1,6-dihydropyrimidin-2-yl)-1,3-dihydrospiro[indene-2,4'-piperidin]-1-yl)-2-methylpropan-2-sulfinamide NC=1N=C(N(C(C1)=O)C)N1CCC2(CC1)[C@@H](C1=CC=CC=C1C2)N[S@](=O)C(C)(C)C